(2,8-dimethyl-1,2,3,4,4a,9b-hexahydro-5H-pyrido[4,3-b]indol-5-yl)(6-methoxypyrimidin-4-yl)methanone CN1CC2C(N(C=3C=CC(=CC23)C)C(=O)C2=NC=NC(=C2)OC)CC1